FC1=C(C(=CC=C1)OC)C=1C=C2C(=CN1)NN=C2N2CC1=CC(=CC=C1CC2)C#N 2-(5-(2-Fluoro-6-methoxyphenyl)-1H-pyrazolo[3,4-c]pyridin-3-yl)-1,2,3,4-tetrahydroisoquinoline-7-carbonitrile